4-hydroxy-N-{(1R)-2-hydroxy-1-[4-(1-methyl-1H-pyrazol-5-yl)phenyl]Ethyl}-L-prolinamide OC1C[C@H](NC1)C(=O)N[C@@H](CO)C1=CC=C(C=C1)C1=CC=NN1C